4-(4-bromophenyl)-6-[4-(2-dibenzofuranyl)phenyl]-2-phenylpyrimidine BrC1=CC=C(C=C1)C1=NC(=NC(=C1)C1=CC=C(C=C1)C1=CC2=C(OC3=C2C=CC=C3)C=C1)C1=CC=CC=C1